ClC1=C(C=CC(=C1)F)C1(CC1)C1=NOC(=N1)C1=NN(C(=C1)C(F)F)CC(=O)NCCO 2-(3-(3-(1-(2-Chloro-4-fluorophenyl)cyclopropyl)-1,2,4-oxadiazol-5-yl)-5-(difluoromethyl)-1H-pyrazol-1-yl)-N-(2-hydroxyethyl)acetamide